C1=CC(=CC=2OC3=C(C21)C=CC=C3)C3=CN=CC2=CC=CC=C32 4-(Dibenzo[b,d]furan-3-yl)isoquinoline